CC=1C(=C(C=CC1)C)P(C1=C(C=CC=C1)C)C1=C(C=CC=C1)C methyl-tritolyl-phosphine